C1(CC1)C=1C(=NON1)C(=O)N[C@H](C=1N=C2N(N=CC(=C2)C[C@@H]2C(NC[C@H](C2)C(F)(F)F)=O)C1)C1CCC(CC1)(F)F |o1:21,25| 4-Cyclopropyl-N-((S)-(4,4-difluorocyclohexyl)(7-(((3R*,5S*)-2-oxo-5-(trifluoromethyl)piperidin-3-yl)methyl)imidazo[1,2-b]pyridazin-2-yl)methyl)-1,2,5-oxadiazole-3-carboxamide